FC(N1C(=NC=C1)CN)(F)F 1-[1-(trifluoromethyl)imidazol-2-yl]Methylamine